1-Methylcycloprop-ene CC1=CC1